racemic-5,6-difluorochroman-4-amine FC1=C2[C@@H](CCOC2=CC=C1F)N |r|